1,14-diazido-3,6,9,12-tetraoxatetradecane N(=[N+]=[N-])CCOCCOCCOCCOCCN=[N+]=[N-]